1-(2-(4,4-difluoropiperidin-1-yl)-6-methoxy-7-(3-(pyrrolidin-1-yl)propoxy)quinazolin-4-yl)piperidin-3-amine FC1(CCN(CC1)C1=NC2=CC(=C(C=C2C(=N1)N1CC(CCC1)N)OC)OCCCN1CCCC1)F